(S)-1'-(9-(quinolin-4-yl)-7-((2-(trimethylsilyl)ethoxy)methyl)-7H-imidazo[1,2-c]pyrrolo[3,2-e]pyrimidin-5-yl)-1,3-dihydrospiro[inden-2,4'-piperidin]-1-amine N1=CC=C(C2=CC=CC=C12)C1=CN(C2=C1C=1N(C(=N2)N2CCC3(CC2)[C@@H](C2=CC=CC=C2C3)N)C=CN1)COCC[Si](C)(C)C